tert-Butyl 4-[3-(2-bromoethoxy)phenoxy]piperidine-1-carboxylate BrCCOC=1C=C(OC2CCN(CC2)C(=O)OC(C)(C)C)C=CC1